2,2-diphenyloctanoic acid C1(=CC=CC=C1)C(C(=O)O)(CCCCCC)C1=CC=CC=C1